C[Si](O[Si](O[Si](C)(C)C)(C)C)(O)C 1,1,3,3,5,5,5-Heptamethyl-1-trisiloxanol